C(CC1=CC=CC=C1)N\C(=N/C1=CC=CC=C1)\C=1OC=CC1 (Z)-N-phenethyl-N'-phenylfuran-2-carboximidamide